FC1=C(C=CC=C1)NC=1C=NC=2CC(N(C(C2C1)([2H])[2H])C=1C(=CC=2N(N1)C(C=CN2)=O)C)([2H])[2H] 7-(3-((2-fluorophenyl)amino)-7,8-dihydro-1,6-naphthyridin-6(5H)-yl-5,5,7,7-d4)-8-methyl-4H-pyrimido[1,2-b]pyridazin-4-one